(E)-ethyl 4-(4-(3-(2-chloropyridin-4-yl)acryloyloxy)-3-methoxyphenyl)-6-methyl-2-oxo-1,2,3,4-tetrahydropyrimidine-5-carboxylate ClC1=NC=CC(=C1)/C=C/C(=O)OC1=C(C=C(C=C1)C1NC(NC(=C1C(=O)OCC)C)=O)OC